3-methyl-N-[1-(3-pyrazin-2-ylpyrazin-2-yl)ethyl]-5-(trifluoromethyl)benzamide CC=1C=C(C(=O)NC(C)C2=NC=CN=C2C2=NC=CN=C2)C=C(C1)C(F)(F)F